CNC(C(C(C(CO)O)O)O)CO 5-(methylamino)hexane-1,2,3,4,6-pentaol